3,4-bis(dicyclopentylphosphino)-2-phenylthiophene C1(CCCC1)P(C1=C(SC=C1P(C1CCCC1)C1CCCC1)C1=CC=CC=C1)C1CCCC1